tert-butyl 7-((3-(2,6-dioxopiperidin-3-yl)-1-methyl-1H-indazol-6-yl)(methyl)amino)-2-azaspiro[3.5]nonane-2-carboxylate O=C1NC(CCC1C1=NN(C2=CC(=CC=C12)N(C1CCC2(CN(C2)C(=O)OC(C)(C)C)CC1)C)C)=O